N-(2-((5-bromo-2-((1-(2-hydroxyethyl)-1H-indazol-6-yl)amino)pyrimidin-4-yl)amino)phenyl)methylsulfonamide BrC=1C(=NC(=NC1)NC1=CC=C2C=NN(C2=C1)CCO)NC1=C(C=CC=C1)CNS(=O)=O